COC(C1=C(C=C(C=C1)C#N)O)=O 4-Cyano-2-hydroxybenzoic acid methyl ester